ClC1=C(C=C2C=C(N=CC2=C1)NC(=O)[C@@H]1CC12CC2)N2CCN(CC2)C2(COC2)C |r| Rac-N-{7-chloro-6-[4-(3-methyloxetan-3-yl)piperazin-1-yl]isoquinolin-3-yl}spiro[2.2]pentane-1-carboxamide